ClC=1[N-]C=CN1 2-chloroimidazolate